C1(CCCCC1)C[C@@H](C(=O)NCC=1C=C2CN(C(C2=CC1)=O)C1C(NC(CC1)=O)=O)NC(CC1CCCC1)=O (2S)-3-cyclohexyl-2-(2-cyclopentylacetylamino)-N-((2-(2,6-dioxopiperidin-3-yl)-1-oxoisoindolin-5-yl)methyl)propanamide